ClC=1C=C2C(=NC1N1N=CC=N1)N(C=C2C(=O)C=2C=NN(C2C(F)(F)F)C2=C1C=CNC(C1=CC=C2)=O)C2CCC2 5-{4-[5-chloro-1-cyclobutyl-6-(2H-1,2,3-triazol-2-yl)-1H-pyrrolo[2,3-b]pyridine-3-carbonyl]-5-(trifluoromethyl)-1H-pyrazol-1-yl}isoquinolin-1(2H)-one